[N-](S(=O)(=O)C(F)(F)F)S(=O)(=O)C(F)(F)F.C(C)[N+]1=CC=CC=C1 ethylpyridinium bis(trifluoromethylsulfonyl)imide